(3-fluorophenyl)ethyl (1-methyl-4-(5-(2,2,2-trifluoroacetamido)pyridin-2-yl)-1H-1,2,3-triazol-5-yl)carbamate CN1N=NC(=C1NC(OCCC1=CC(=CC=C1)F)=O)C1=NC=C(C=C1)NC(C(F)(F)F)=O